(R)-4-((2-cyano-4-fluorophenyl)thio)-6-(1-(2,3-dihydroxypropyl)-5-methyl-1H-pyrazol-4-yl)pyrazolo[1,5-a]pyridine-3-carbonitrile C(#N)C1=C(C=CC(=C1)F)SC=1C=2N(C=C(C1)C=1C=NN(C1C)C[C@H](CO)O)N=CC2C#N